1-(2-(aminomethyl)-6-cyclopropylimidazo[1,2-a]pyridin-8-yl)-3-methylimidazolidine-2,4-dione hydrochloride Cl.NCC=1N=C2N(C=C(C=C2N2C(N(C(C2)=O)C)=O)C2CC2)C1